(4-hydroxyphenyl)-1-methyl-1H-imidazole-2-carbaldehyde OC1=CC=C(C=C1)C=1N=C(N(C1)C)C=O